S1C(=NC2=C1C=CC=C2)NC2=C(C=C(N=N2)N(C=2SC(=C(N2)C(=O)OCC)CCCOC)CCCOC)C ethyl 2-({6-[(1,3-benzothiazol-2-yl)amino]-5-methylpyridazin-3-yl}(3-methoxypropyl)amino)-5-(3-methoxypropyl)-1,3-thiazole-4-carboxylate